ClC=1C=C(C=CC1Cl)N1CC2=CC=C(C=C2CC1)CO (2-(3,4-dichlorophenyl)-1,2,3,4-tetrahydroisoquinolin-6-yl)methanol